COC1=CC=CC=C1C=CCl 6-methoxychlorostyrene